benzoic acid 2-hydroxy-3-methylbutyl ester OC(COC(C1=CC=CC=C1)=O)C(C)C